(3-(Diethylamino)propyl)carbamic acid 1-hydroxydec-4-yl ester OCCCC(CCCCCC)OC(NCCCN(CC)CC)=O